N1CNC2=C1C=CC=C2 benzo[d]Imidazolidine